(R)-1-(3-Nitro-5-(trifluoromethyl)phenyl)ethan-1-amine [N+](=O)([O-])C=1C=C(C=C(C1)C(F)(F)F)[C@@H](C)N